2-(6-amino-2-fluoropyridin-3-yl)-2-oxoethyl (3S)-6-(6-bromo-3-chloro-2-fluorophenyl)-5-oxo-1,2,3,5,8,8a-hexahydroindolizine-3-carboxylate BrC1=CC=C(C(=C1C=1C(N2[C@@H](CCC2CC1)C(=O)OCC(=O)C=1C(=NC(=CC1)N)F)=O)F)Cl